(S)-2-amino-3-(2-fluoro-4-(4-methyl-3-oxo-3,4-dihydro-2H-benzo[b][1,4]oxazin-6-yl)phenyl)propionitrile N[C@H](C#N)CC1=C(C=C(C=C1)C1=CC2=C(OCC(N2C)=O)C=C1)F